N-(3-(4,4-difluoropiperidin-1-yl)-4-(pyridin-2-yl)phenyl)-4-(ethylsulfonamido)-2-(6-azaspiro[2.5]octan-6-yl)benzamide FC1(CCN(CC1)C=1C=C(C=CC1C1=NC=CC=C1)NC(C1=C(C=C(C=C1)NS(=O)(=O)CC)N1CCC2(CC2)CC1)=O)F